2-Amino-N-(1-{8-chloro-5-[(2S)-2-methylpyrrolidin-1-yl]imidazo[1,5-a]pyridin-6-yl}ethyl)pyrazolo[1,5-a]pyrimidine-3-carboxamide NC1=NN2C(N=CC=C2)=C1C(=O)NC(C)C=1C=C(C=2N(C1N1[C@H](CCC1)C)C=NC2)Cl